C(#N)C1=C(C(=NC2=C(C=C(C=C12)F)C(C)=CC(C)(S(=O)N)C)N1CCC(CC1)(F)F)C [1-[4-cyano-2-(4,4-difluoro-1-piperidyl)-6-fluoro-3-methyl-8-quinolyl]ethylidene]-2-methyl-propane-2-sulfinamide